C(CCCCCCC\C=C/CCCCCC)(=O)OCCCCCCCCCCCCCCCCCCCCCCCCCCCCCCCCCCCCCC octatriacontyl palmitoleate